3-((6-(2,6-dimethylmorpholinyl)-2-methylquinolin-4-yl)amino)-6-(4-((4-fluorophenyl)amino)phenyl)-5,6-dihydro-7H-pyrrolo[3,4-b]pyridin-7-one CC1CN(CC(O1)C)C=1C=C2C(=CC(=NC2=CC1)C)NC=1C=C2C(=NC1)C(N(C2)C2=CC=C(C=C2)NC2=CC=C(C=C2)F)=O